(R)-3-({4-[6-(2,3-Dihydro-benzo[1,4]dioxin-5-yl)-2-methoxy-pyridin-3-ylamino]-benzylamino}-methyl)-morpholine-4-carboxylic acid tert-butyl ester C(C)(C)(C)OC(=O)N1[C@@H](COCC1)CNCC1=CC=C(C=C1)NC=1C(=NC(=CC1)C1=CC=CC=2OCCOC21)OC